4-((5-chloro-7-(2-((3-(methyl-d3)-2,6-dioxo-4-(trifluoromethyl)-3,6-dihydropyrimidin-1(2H)-yl)methyl)thieno[3,2-b]pyridin-7-yl)-1H-indol-1-yl)methyl)piperidine-4-carbonitrile ClC=1C=C2C=CN(C2=C(C1)C1=C2C(=NC=C1)C=C(S2)CN2C(N(C(=CC2=O)C(F)(F)F)C([2H])([2H])[2H])=O)CC2(CCNCC2)C#N